3-(1-([1,2,4]triazolo[4,3-b]pyridazin-6-yl)-3,5-dimethyl-1H-pyrazol-4-yl)-1-(pyrrolidin-1-yl)propan-1-one N=1N=CN2N=C(C=CC21)N2N=C(C(=C2C)CCC(=O)N2CCCC2)C